N-(cis-2-(biphenyl-3-ylmethyl)-1-isobutyrylpiperidin-3-yl)methanesulfonamide C1(=CC(=CC=C1)C[C@@H]1N(CCC[C@@H]1NS(=O)(=O)C)C(C(C)C)=O)C1=CC=CC=C1